1-(3-(3-isopropyl-2-(8-methoxy-[1,2,4]triazolo[1,5-a]pyridin-6-yl)-1H-indol-5-yl)azetidin-1-yl)-2-(methylamino)ethan-1-one C(C)(C)C1=C(NC2=CC=C(C=C12)C1CN(C1)C(CNC)=O)C=1C=C(C=2N(C1)N=CN2)OC